D-α-methylornithine C[C@](N)(CCCN)C(=O)O